NC1(CN(C1)C(=O)C1=C(C=C(C=C1OC)C=1N(N=C2C=C(C=C(C12)C#N)C=1C=NN(C1)C)C)OC(F)F)C(F)(F)F 3-[4-[3-amino-3-(trifluoromethyl)azetidine-1-carbonyl]-3-(difluoromethoxy)-5-methoxyphenyl]-2-methyl-6-(1-methylpyrazol-4-yl)indazole-4-carbonitrile